COC(CC1C(C2=CC=CC=C2CC1)=O)=O 2-(1-oxo-1,2,3,4-tetrahydronaphthalen-2-yl)acetic acid methyl ester